1-(4-(trifluoromethyl)benzyl)-1H-indazol-3-amine FC(C1=CC=C(CN2N=C(C3=CC=CC=C23)N)C=C1)(F)F